8-acetoxy-1,3,6-pyrenetrisulfonic acid C(C)(=O)OC=1C=C(C=2C=CC3=C(C=C(C=4C=CC1C2C43)S(=O)(=O)O)S(=O)(=O)O)S(=O)(=O)O